N-{6,7,8,9-tetrahydro-5H-benzo[7]annulen-5-yl}pyrido[3,2-d]pyrimidin-4-amine C1=CC=CC2=C1CCCCC2NC=2C1=C(N=CN2)C=CC=N1